N,N-dimethylpyridin-4-aminium 5-bromo-1-(tert-butoxycarbonyl)-6-chloro-1H-indole-3-carboxylate BrC=1C=C2C(=CN(C2=CC1Cl)C(=O)OC(C)(C)C)C(=O)[O-].C[NH+](C1=CC=NC=C1)C